1-hydroxypropan-2-one OCC(C)=O